O[C@@H](CC(=O)[O-])C.[Ca+2].O[C@@H](CC(=O)[O-])C calcium R-beta-hydroxybutyrate salt